(R)-2-amino-2-(3-chlorophenyl)-N-((R)-8,9-difluoro-6-oxo-1,4,5,6-tetrahydro-2H-pyrano[3,4-c]isoquinolin-1-yl)-N-methylacetamide N[C@@H](C(=O)N(C)[C@H]1COCC=2NC(C=3C=C(C(=CC3C21)F)F)=O)C2=CC(=CC=C2)Cl